C(C)C1(CC2=CC=C(C=C2C1)C)CO (2-ethyl-5-methyl-2,3-dihydro-1H-inden-2-yl)methanol